C[C@@H]([C@H](CCCCC)O)O (2S,3S)-octane-2,3-diol